C(CCCCC)OCCOC=1C=C(C=CC1)B(O)O (3-[2-(HEXYLOXY)ETHOXY]PHENYL)BORANEDIOL